C1=CC=CC2=CC=CC=C12 r-naphthalene